6-[4-(dibutylcarbamoyl)-1,5-dimethyl-1H-pyrrol-2-yl]-7-{[(3R)-3-methyl-3,4-dihydroisoquinolin-2(1H)-yl]carbonyl}-N-phenyl-3,4-dihydroisoquinoline-2(1H)-carboxamide C(CCC)N(C(=O)C=1C=C(N(C1C)C)C=1C=C2CCN(CC2=CC1C(=O)N1CC2=CC=CC=C2C[C@H]1C)C(=O)NC1=CC=CC=C1)CCCC